3-((4-(3-(1H-imidazol-4-yl)propyl)-5-(benzylthio)-4H-1,2,4-triazol-3-yl)methyl)-6-fluoro-1H-indole N1C=NC(=C1)CCCN1C(=NN=C1SCC1=CC=CC=C1)CC1=CNC2=CC(=CC=C12)F